CC1(OCCN(C1)C=1C=NC=2CCN(CC2C1)C=1C(=CC=2N(N1)C(C=CN2)=O)C)C 7-(3-(2,2-dimethylmorpholino)-7,8-dihydro-1,6-naphthyridin-6(5H)-yl)-8-methyl-4H-pyrimido[1,2-b]pyridazin-4-one